heptaazabicyclo[18.5.1]hexacos-22-ene N12NNNNNNCCCCCCCCCCCCC(CC=CCC1)C2